CC(C[N+](C)(C)C)OC(=O)C.[Cl-] Acetyl-β-methylcholine chloride